CC=1C=CN2C1C(=NC=C2)N2CC(CC2)NC(=O)C=2N=C(SC2)C2=CC=C(C=C2)F 2-(4-fluoro-phenyl)-thiazole-4-carboxylic acid [1-(8-methyl-pyrrolo[1,2-a]pyrazin-1-yl)-pyrrolidin-3-yl]-amide